1-Undecyl-1-ethylpyrrolidinium triflat [O-]S(=O)(=O)C(F)(F)F.C(CCCCCCCCCC)[N+]1(CCCC1)CC